7-(8-ethyl-7-fluoro-3-(methoxymethoxy)naphthalen-1-yl)-2-(((2R,7aS)-2-fluorohexahydro-1H-pyrrolizin-7a-yl)methoxy)-5,6,7,8-tetrahydropyrido[3,4-d]pyrimidin-4-ol C(C)C=1C(=CC=C2C=C(C=C(C12)N1CC=2N=C(N=C(C2CC1)O)OC[C@]12CCCN2C[C@@H](C1)F)OCOC)F